FC1=C(C=CC(=C1F)C1CCC(CC1)C1CCC(CC1)CCC)B(O)O [2,3-difluoro-4-[4-(4-propylcyclohexyl)cyclohexyl]phenyl]boronic acid